CN1N=NC=2C1=NC=C(C2C)[C@H](CC(=O)O)C=2C=C(C1=C(C=CS1)C2)CN2CC1=C(C[C@@H](C2)CC)C=CC(=N1)O (3R)-3-(3,7-Dimethyl-3H-[1,2,3]triazolo[4,5-b]pyridin-6-yl)-3-(7-{[(6S)-6-ethyl-2-hydroxy-5,6,7,9-tetrahydro-8H-pyrido[2,3-c]azepin-8-yl]methyl}-1-benzothiophen-5-yl)propanoic acid